(E)-4-(N-(3,5-dimethoxybenzyl)-3-(4-hydroxy-3-methoxyphenyl)acrylamido)-N-methylbenzamide COC=1C=C(CN(C(\C=C\C2=CC(=C(C=C2)O)OC)=O)C2=CC=C(C(=O)NC)C=C2)C=C(C1)OC